4,5-dibromo-3-fluorothiophene-2-carboxylic acid ethyl ester C(C)OC(=O)C=1SC(=C(C1F)Br)Br